FC1=C(CNC(=O)C=2C(C(=C3N(C=CN(C3=O)C(COC)C)C2)O)=O)C=CC(=C1)F N-(2,4-Difluorobenzyl)-9-hydroxy-2-(1-methoxypropan-2-yl)-1,8-dioxo-1,8-dihydro-2H-pyrido[1,2-a]pyrazine-7-carboxamide